N-(1-methylcyclobutyl)pyridine-2-carboxamide CC1(CCC1)NC(=O)C1=NC=CC=C1